3-(1,4-dimethyl-1H-pyrazol-5-yl)propionic acid CN1N=CC(=C1CCC(=O)O)C